FC(C1N=NC(N1)C(F)(F)F)F 3-difluoromethyl-5-trifluoromethyl-1,2,4-triazoline